tris[2-(4-fluorophenyl)propyl]aluminum FC1=CC=C(C=C1)C(C[Al](CC(C)C1=CC=C(C=C1)F)CC(C)C1=CC=C(C=C1)F)C